CC=1C(N(C=C(C1)C)[C@H](CNS(=O)(=O)C)COC1CCN(CC1)C1=NC=C(C=N1)F)=O |o1:8| (R or S)-N-[2-(3,5-dimethyl-2-oxo-1,2-dihydro-pyridin-1-yl)-3-{[1-(5-fluoro-pyrimidin-2-yl)piperidin-4-yl]oxy}propyl]methane-sulfonamide